C(C)(C)(C)OC(=O)N1CC(CC1)C=1SC(=CC1)C(CBr)=O 3-(5-(2-bromoacetyl)thiophen-2-yl)pyrrolidine-1-carboxylic acid tert-butyl ester